N,N'-bis(1,4-dimethylpentyl)-1,4-phenylenediamine CC(CCC(C)C)NC1=CC=C(C=C1)NC(CCC(C)C)C